2-[[6-chloro-3-(1-methyl-4-piperidyl)-4-quinolyl]amino]benzoic acid ClC=1C=C2C(=C(C=NC2=CC1)C1CCN(CC1)C)NC1=C(C(=O)O)C=CC=C1